C1OCC12CN(C2)S(=O)(=O)C=2C=C(C=C1CN(C(C21)=O)[C@@H](C)C2CC2)Br (S)-7-((2-oxa-6-azaspiro[3.3]hept-6-yl)sulfonyl)-5-bromo-2-(1-cyclopropylethyl)isoindolin-1-one